1-(4-hydroxyphenyl)-3-(2-thiophenylphenyl)-2-propen-1-one OC1=CC=C(C=C1)C(C=CC1=C(C=CC=C1)C=1SC=CC1)=O